CC1=C(C(=CC=C1)C)C1=NC=2NS(C=3C=CC=C(NC(CCCCOC(=C1)N2)=O)C3)(=O)=O 6-(2,6-dimethylphenyl)-2,2-dioxo-9-oxa-2λ6-thia-3,5,15,21-tetrazatricyclo[14.3.1.14,8]henicosa-1(20),4(21),5,7,16,18-hexaen-14-one